C(#N)C1=C(N=C2N(C1=O)C=C(C=C2[C@@H](C)NC2=C(C(=O)O)C=C(C=C2)F)C)N2CCC(CC2)(F)F (R)-2-((1-(3-cyano-2-(4,4-difluoropiperidin-1-yl)-7-methyl-4-oxo-4H-pyrido[1,2-a]pyrimidin-9-yl)ethyl)amino)-5-fluorobenzoic acid